1-(4-hydroxyphenyl)-4-(1H-1,2,3-triazol-1-yl)butan-1-one OC1=CC=C(C=C1)C(CCCN1N=NC=C1)=O